2-(3,6-diazabicyclo[3.1.1]heptan-3-yl)-4-(pyridin-2-yloxy)-7-(thiazol-2-yl)benzo[d]oxazole C12CN(CC(N1)C2)C=2OC1=C(N2)C(=CC=C1C=1SC=CN1)OC1=NC=CC=C1